S1C=CC(=CC=C1)NS(O)(=O)=O N-(thiepin-4-yl)amidosulfuric acid